ClC=1C=C(C=CC1)NC(C(C)(C)C)=O N-(3-chlorophenyl)pivaloamide